6-(Cyclopropanecarboxamido)-4-((4-methoxy-3-methylpyrazolo[1,5-a]pyridin-5-yl)amino)-N-(methyl-d3)nicotinamide lutetium [Lu].C1(CC1)C(=O)NC1=NC=C(C(=O)NC([2H])([2H])[2H])C(=C1)NC1=C(C=2N(C=C1)N=CC2C)OC